NCCCCCCCCCO 9-amino-[1-nonanol]